1-[1-(4-bromo-2,6-difluorophenoxy)cyclopropyl]ethanol BrC1=CC(=C(OC2(CC2)C(C)O)C(=C1)F)F